3-(cyclopropylsulfonyl)pyridin-2-amine C1(CC1)S(=O)(=O)C=1C(=NC=CC1)N